(4-(7-(3'-(5-(((2-hydroxyethyl)amino)methyl)picolinamido)-2,2'-dimethyl-[1,1'-biphenyl]-3-yl)-[1,2,4]triazolo[4,3-a]pyridin-3-yl)benzyl)-L-proline OCCNCC=1C=CC(=NC1)C(=O)NC=1C(=C(C=CC1)C1=C(C(=CC=C1)C1=CC=2N(C=C1)C(=NN2)C2=CC=C(CN1[C@@H](CCC1)C(=O)O)C=C2)C)C